4-((2-(5-chloro-2-fluorophenyl)-6,7-dihydro-5H-cyclopenta[b]pyridin-4-yl)amino)nicotinonitrile ClC=1C=CC(=C(C1)C1=CC(=C2C(=N1)CCC2)NC2=CC=NC=C2C#N)F